COC=1C=C2CCN=C(C2=CC1OC)C1=CC=CC=C1 6,7-Dimethoxy-1-phenyl-3,4-dihydroisoquinoline